[2,6-difluoro-4-(1,1,2,2,3,3,3-heptafluoropropyl)phenyl]-2-[1-(3-hydroxypropyl)tetrazol-5-yl]sulfanyl-5-nitro-benzamide FC1=C(C(=CC(=C1)C(C(C(F)(F)F)(F)F)(F)F)F)C=1C(=C(C(=O)N)C=C(C1)[N+](=O)[O-])SC1=NN=NN1CCCO